5-amino-3-[2-(6-chloro-1-ethyl-1,3-benzodiazol-5-yl)ethynyl]-1-[(3S,5R)-5-(methoxymethyl)-1-(prop-2-enoyl)pyrrolidin-3-yl]Pyrazole-4-carboxamide NC1=C(C(=NN1[C@@H]1CN([C@H](C1)COC)C(C=C)=O)C#CC1=CC2=C(N(C=N2)CC)C=C1Cl)C(=O)N